CC1=CC(=C(C(=C1)C)I)C Iodomesitylene